(S)-6-(cyclopropanecarboxamido)-4-((4-methoxy-5-(2,2,2-trifluoro-1-hydroxyethyl)pyrazolo[1,5-a]pyridin-3-yl)amino)-N-(methyl-d3)nicotinamide C1(CC1)C(=O)NC1=NC=C(C(=O)NC([2H])([2H])[2H])C(=C1)NC=1C=NN2C1C(=C(C=C2)[C@@H](C(F)(F)F)O)OC